C1(CC1)C=1SC(=CC1N(C(=O)N)S(N([C@H]1CN(CCC1)C)C=1C=NN(C1)C)(=O)=O)C (2-cyclopropyl-5-methylthiophen-3-yl)-1-[(1-methyl-1H-pyrazol-4-yl)[(3R)-1-methylpiperidin-3-yl]sulfamoyl]urea